ClC1=C(N=NC=C1)C Chloro-3-methylpyridazine